N-hydroxyl-1-((4'-(4-methylpiperazinyl)-[1,1'-biphenyl]-4-yl)sulfonyl)-1,2,3,6-tetrahydropyridine-4-formamide ONC(=O)C=1CCN(CC1)S(=O)(=O)C1=CC=C(C=C1)C1=CC=C(C=C1)N1CCN(CC1)C